hexamethylenebis(dimethylpropylammonium) C[N+](CCCCCC[N+](CCC)(C)C)(CCC)C